C(#N)C1=NC2=CC(=CC(=C2N=C1N1C(CN(CC1)C1=C(C=CC(=C1)C)C#N)C)[C@@H](C)NC1=C(C(=O)O)C=CC=C1)C 2-(((1R)-1-(2-cyano-3-(4-(2-cyano-5-methylphenyl)-2-methylpiperazin-1-yl)-7-methylquinoxalin-5-yl)ethyl)-amino)benzoic acid